C(C)(C)(C)C1=CC(=NC=C1)OC1=C(C=CC=C1)/C(/C(=O)OC)=C\OC methyl (E)-2-[2-(4-tert-butylpyridin-2-yloxy)phenyl]-3-methoxyacrylate